(1R,7S,8R,9R,10S,11S,12R,E)-8-(((R)-tert-butylsulfinyl) amino)-7-methyl-13-oxa-2-thiabicyclo[7.3.1]tridec-5-en-10,11,12-tri-yl tribenzoate C(C1=CC=CC=C1)(=O)O[C@H]1[C@H]2[C@@H]([C@H](/C=C/CCS[C@H]([C@@H]([C@H]1OC(C1=CC=CC=C1)=O)OC(C1=CC=CC=C1)=O)O2)C)N[S@](=O)C(C)(C)C